5-chloro-2-[(6-methylpyridin-2-yl)carbamoyl]benzoic acid ClC=1C=CC(=C(C(=O)O)C1)C(NC1=NC(=CC=C1)C)=O